(4-(2-fluoroethyl)piperidin-1-yl)-3-(2-nitro-1H-imidazol-1-yl)propanol tert-butyl-N-[(3S,4R)-1-carbamoyl-4-[(4-[3-[(5-hydroxy-pentyl)oxy]propyl]phenyl)meth-oxy]pentan-3-yl]carbamate C(C)(C)(C)N(C(=O)OC(CCN1C(=NC=C1)[N+](=O)[O-])N1CCC(CC1)CCF)[C@@H](CCC(N)=O)[C@@H](C)OCC1=CC=C(C=C1)CCCOCCCCCO